NC=1C(=NON1)N1N=NC(=C1)C(=O)NN=CC1=C(C=CC=C1)F 1-(4-amino-1,2,5-oxadiazol-3-yl)-N'-(2-fluorobenzylidene)-1H-1,2,3-triazole-4-carbohydrazide